tetraheptyl 7,7',7'',7'''-((((5-((3-(dimethylamino)propyl)carbamoyl) isophthaloyl)bis(azanediyl))bis(propane-3,1-diyl))bis(azanetriyl))tetraheptanoate CN(CCCNC(=O)C=1C=C(C=C(C(=O)NCCCN(CCCCCCC(=O)OCCCCCCC)CCCCCCC(=O)OCCCCCCC)C1)C(=O)NCCCN(CCCCCCC(=O)OCCCCCCC)CCCCCCC(=O)OCCCCCCC)C